tert-butyl (1R,5S)-3-(7-(3-(difluoromethyl)-8-ethynylnaphthalen-1-yl)-2-(2-ethoxy-2-oxoethoxy)-8-fluoropyrido[4,3-d]pyrimidin-4-yl)-3,8-diazabicyclo[3.2.1]octane-8-carboxylate FC(C=1C=C(C2=C(C=CC=C2C1)C#C)C1=C(C=2N=C(N=C(C2C=N1)N1C[C@H]2CC[C@@H](C1)N2C(=O)OC(C)(C)C)OCC(=O)OCC)F)F